o-sulfobenzoic acid S(=O)(=O)(O)C1=C(C(=O)O)C=CC=C1